FC1=C(C=C(C(=C1OC)C(C)C)OC)C=1N=CC2=CC=CC=C2C1 3-(2-Fluoro-4-isopropyl-3,5-dimethoxyphenyl)isoquinoline